5-Bromo-2-(3,3-difluorocyclobutyl)-6-methoxy-2H-indazole BrC1=CC2=CN(N=C2C=C1OC)C1CC(C1)(F)F